7-((1H-imidazol-1-yl) methyl)-5-bromobenzofuran-3-carboxylate N1(C=NC=C1)CC1=CC(=CC=2C(=COC21)C(=O)[O-])Br